5-naphthacenedicarboximide C12=CC=CC3=C(C4=CC5=CC=CC=C5C=C4C=C13)C(NC2=O)=O